2-(2,6-dioxopiperidin-3-yl)-N-{4-fluoro-1-isopropyl-3-methylpyrazolo[3,4-d]pyrimidin-6-yl}-1-oxo-3H-isoindole-5-carboxamide O=C1NC(CCC1N1C(C2=CC=C(C=C2C1)C(=O)NC1=NC(=C2C(=N1)N(N=C2C)C(C)C)F)=O)=O